C(CCCCCCCCCCCCCCCCCCCCCCCCCCCCC)(=O)OCCCCCCCCCCCCCCCCCC Stearyl triacontanoate